2-(cyanomethoxy)-5-ethylbenzenesulfonyl chloride C(#N)COC1=C(C=C(C=C1)CC)S(=O)(=O)Cl